C(C(CCC)N)N pentane-1,2-diamine